IC1=NN(C2=C(N=C(C=C21)C=2C=NN(C2OC)C)C)C(=O)OCCCC butyl 3-iodo-5-(5-methoxy-1-methyl-1H-pyrazol-4-yl)-7-methyl-1H-pyrazolo[3,4-c]pyridine-1-carboxylate